ClC=1C(=CC2=C(C[C@](O2)(C2=CC=CC=C2)CNC2CCC(CC2)(C)O)C1C1=C(C(=O)N)C=CC(=C1F)CC)F 2-((2S,4S)-5-chloro-6-fluoro-2-((((trans)-4-hydroxy-4-methylcyclohexyl)amino)methyl)-2-phenyl-2,3-dihydrobenzofuran-4-yl)-4-ethyl-3-fluorobenzamide